FC1=C(C(=CC=C1)F)C1=C(N=NC(=C1)C)C 2,6-difluorophenyl-3,6-dimethylpyridazine